BrC1=C(C=C(C2=C1CCO2)C2=CC=C(C=C2)C(C)(F)F)N 4-bromo-7-(4-(1,1-difluoroethyl)phenyl)-2,3-dihydrobenzofuran-5-amine